C(#N)C1(CC1)NS(=O)(=O)C=1C=C(C2=C(N(C=N2)C=2SC(=NN2)C(F)F)C1)N1C[C@H](N[C@@H](C1)C)COC |o1:28,30| rel-N-(1-cyanocyclopropyl)-1-(5-(difluoromethyl)-1,3,4-thiadiazol-2-yl)-4-((3S,5R)-3-(methoxymethyl)-5-methylpiperazin-1-yl)-1H-benzo[d]imidazole-6-sulfonamide